lithium dicarbamate C(N)([O-])=O.C(N)([O-])=O.[Li+].[Li+]